CN1CCN(CC1)C 1,4-dimethyl-piperazine